N'-(2-chlorophenyl)-4-(cyclopentylamino)-6-(1-methylpyrazol-4-yl)pyrrolo[1,2-b]-pyridazine-3-carboxamidine ClC1=C(C=CC=C1)N=C(N)C1=C(C=2N(N=C1)C=C(C2)C=2C=NN(C2)C)NC2CCCC2